ClC1=C(C(=CC=C1)Cl)[C@@H]([C@H](C(C)C)O)O 1-(2,6-dichlorophenyl)-3-methyl-(S,S)-1,2-butanediol